(3S,4R)-2-benzyl 3-methyl 4-allyl-7,7-dichloro-4-methyl-6-oxo-2-azabicyclo[3.2.0]heptane-2,3-dicarboxylate C(C=C)[C@]1([C@H](N(C2C(C(C12)=O)(Cl)Cl)C(=O)OCC1=CC=CC=C1)C(=O)OC)C